C(C)OC1=CC(=NC2=CC=C(C=C12)[N+](=O)[O-])N1C=NC(=C1)C 4-ethoxy-2-(4-methyl-1H-imidazol-1-yl)-6-nitroquinoline